OC1=C(C(=O)C=2C=NC=3N(C2)N=C(C3)C3=CC=C(C(=O)NCC2=C(C=CC=C2)C(F)(F)F)C=C3)C(=CC=C1[N+](=O)[O-])O 4-(6-(2,6-dihydroxy-3-nitrobenzoyl)pyrazolo[1,5-a]pyrimidin-2-yl)-N-(2-(trifluoromethyl)benzyl)benzamide